N-(3-(3-(9H-purin-6-yl)pyridin-2-ylamino)-2,4-difluorophenyl)-3-methylbenzamide N1=CN=C2NC=NC2=C1C=1C(=NC=CC1)NC=1C(=C(C=CC1F)NC(C1=CC(=CC=C1)C)=O)F